CC(C)(C)OC(=O)N1CC(C1)(C1NCCNC1)O 3-hydroxy-3-piperazin-2-ylazetidine-1-carboxylic acid 1,1-dimethylethyl ester